4-methoxy-2-methylbenzene COC1=CC(=CC=C1)C